Tributylbutoxysilane C(CCC)[Si](OCCCC)(CCCC)CCCC